ClC1=C(C(=NN1C)C)CN1CC2(CN(C2)C(=O)N2CC3(C2)CC(C3)C3=NC(=NN3)C3CC3)C1 [6-[(5-chloro-1,3-dimethyl-pyrazol-4-yl)methyl]-2,6-diazaspiro[3.3]heptan-2-yl]-[6-(3-cyclopropyl-1H-1,2,4-triazol-5-yl)-2-azaspiro[3.3]heptan-2-yl]methanone